2-(1,4-diazepan-1-yl)-N-(1H-indazol-5-yl)quinazolin-4-amine N1(CCNCCC1)C1=NC2=CC=CC=C2C(=N1)NC=1C=C2C=NNC2=CC1